p-xylylene glycol C1=CC(=CC=C1CO)CO